C12C(=CC(CC1)C2)C2=CC=C(C=C2)C2=NC(=NC(=N2)Cl)C2=CC=CC=C2 2-(4-(bicyclo[2.2.1]hept-2-en-2-yl)phenyl)-4-chloro-6-phenyl-1,3,5-triazine